COC1=C(C=C(C=C1)CO)OC The molecule is a member of the class of benzyl alcohols that is benzyl alcohol in which the hydrogens at positions 3 and 4 of the phenyl group are substituted by methoxy groups. It has a role as a fungal metabolite. It is a member of benzyl alcohols, a primary alcohol and a dimethoxybenzene.